7a-(4-bromophenyl)-4b,5-dihydroxy-4-methoxy-N-methyl-7-phenyl-N-(pyridin-3-ylmethyl)-4b,6,7,7a-tetrahydro-5H-cyclopenta[4,5]furo[2,3-c]pyridine-6-carboxamide BrC1=CC=C(C=C1)C12C(C3=C(C=NC=C3OC)O1)(C(C(C2C2=CC=CC=C2)C(=O)N(CC=2C=NC=CC2)C)O)O